hexahydro-4,7-methylene-2H-isoindole-1,3-dione C1C2C3C(NC(C3C1CC2)=O)=O